C(C)(=O)O.C(C)(C)(C)OC(N[C@@H]1CC[C@H](CC1)C[C@H](C)N)=O (S)-(trans-4-(2-aminopropyl)cyclohexyl)carbamic acid tert-butyl ester acetate